2-(1-((R)-2-(((1S,4S)-4-aminocyclohexyl)oxy)-2-phenylethyl)-5-methyl-6-(oxazol-2-yl)-2,4-dioxo-1,2-dihydrothieno[2,3-d]pyrimidin-3(4H)-yl)-2-methylpropanoic acid NC1CCC(CC1)O[C@@H](CN1C(N(C(C2=C1SC(=C2C)C=2OC=CN2)=O)C(C(=O)O)(C)C)=O)C2=CC=CC=C2